FC1=C(C=C(C=C1)F)C1=CC=C(C=C1)CC(=O)N(C)C=1SC(=C(N1)C)S(=O)(=O)Cl 2-(2-(2',5'-difluoro-[1,1'-biphenyl]-4-yl)-N-methylacetamido)-4-methylthiazole-5-sulfonyl chloride